NC(C(=O)O)(C)C1=CC(=C(C=C1)F)Cl 2-amino-2-(3-chloro-4-fluorophenyl)propanoic acid